N<1>-(2-(4-aminobenzamido)ethyl)-N<1>-ethyl-N<6>-hydroxyadipamide NC1=CC=C(C(=O)NCCN(C(CCCCC(=O)NO)=O)CC)C=C1